1-(4-(4,4-Difluoropiperidin-1-yl)phenyl)-5,7-difluoro-1H-indazol-6-ol FC1(CCN(CC1)C1=CC=C(C=C1)N1N=CC2=CC(=C(C(=C12)F)O)F)F